2-(1,4-dimethyl-1H-pyrazol-5-yl)-N-(5-(2-(3,3-dimethyl-azetidin-1-yl)acetamido)-2-methylpyridin-3-yl)pyrazolo[5,1-b]thiazole-7-carboxamide CN1N=CC(=C1C1=CN2C(S1)=C(C=N2)C(=O)NC=2C(=NC=C(C2)NC(CN2CC(C2)(C)C)=O)C)C